4-{[3-(4-{[(3S,4R)-3-fluoro-1-methylpiperidin-4-yl]amino}-1-(2,2,2-trifluoroethyl)-1H-indol-2-yl)prop-2-yn-1-yl]amino}-3-methoxybenzoic acid F[C@H]1CN(CC[C@H]1NC1=C2C=C(N(C2=CC=C1)CC(F)(F)F)C#CCNC1=C(C=C(C(=O)O)C=C1)OC)C